ethyl (S)-6-((7-((1-((tert-butyldiphenylsilyl)oxy)hexan-3-yl)amino)-3-iodo-5-((methoxycarbonyl)amino)-1H-pyrazolo[4,3-d]pyrimidin-1-yl)methyl)-5-methoxynicotinate [Si](C1=CC=CC=C1)(C1=CC=CC=C1)(C(C)(C)C)OCC[C@H](CCC)NC=1C2=C(N=C(N1)NC(=O)OC)C(=NN2CC2=NC=C(C(=O)OCC)C=C2OC)I